FC1=CC=C(C=C1)C(N1CCN(CC1)CC=1C=C(C=CC1C(F)(F)F)N1CCC(CC1)N(C)C)C1=CC=C(C=C1)F 1-(3-((4-(bis(4-fluorophenyl)methyl)piperazin-1-yl)methyl)-4-(trifluoromethyl)phenyl)-N,N-dimethylpiperidin-4-amine